P(O)(N)OC[C@@H]1[C@H]([C@]([C@@H](O1)N1C=NC=2C(N)=NC=NC12)(O)F)O 2'-fluoroadenosine phosphoramidite